hydroxybenzoamide OC1=C(C(=O)N)C=CC=C1